BrC1=CC=C(C=C1)NC(NCC(=O)N[C@H](C(=O)O)CCC)=O (S)-2-(2-(3-(4-bromophenyl)ureido)acetamido)pentanoic acid